C(CCC)C1(CS(C2=C(N(C1)C1=CC=CC=C1)C=C(C(=C2)OC)Cl)(=O)=O)CCCC 3,3-Dibutyl-7-chloro-8-methoxy-5-phenyl-2,3,4,5-tetrahydro-1,5-benzothiazepine 1,1-dioxide